3,7-Dihydro-1-methyl-3-(2-methylpropyl)-1H-purine CN1CN(C2=NCNC2=C1)CC(C)C